N-(4-methanesulfonylpyridin-3-yl)-8-[4-(pentafluoro-λ6-sulfanyl)phenyl]-quinoxalin-6-amine CS(=O)(=O)C1=C(C=NC=C1)NC=1C=C2N=CC=NC2=C(C1)C1=CC=C(C=C1)S(F)(F)(F)(F)F